ethyl (S)-3-aminobutanoate N[C@H](CC(=O)OCC)C